(4-Ethyl-3-(hydroxymethyl)-5-oxo-4,5-dihydro-1H-1,2,4-triazol-1-yl)-7-fluoro-2-(2-fluoro-5-methylphenyl)-4-(prop-1-en-2-yl)isoquinolin-1(2H)-one C(C)N1C(=NN(C1=O)C=1N(C(C2=CC(=CC=C2C1C(=C)C)F)=O)C1=C(C=CC(=C1)C)F)CO